FC1=C(CNC2=C3N=CN(C3=NC(=N2)C=2C=NC=C(C2)F)[C@H]2[C@@H]([C@@H]([C@H](O2)C(=O)NC)O)O)C=C(C=C1)C (2S,3S,4R,5R)-5-(6-(2-Fluoro-5-methylbenzylamino)-2-(5-fluoropyridin-3-yl)-9H-purin-9-yl)-3,4-Dihydroxy-N-methyl-tetrahydrofuran-2-carboxamide